tert-butyl ((1R,3S)-3-((8-(isopropylamino)-6-methylpyrido[3,4-d]pyrimidin-2-yl)carbamoyl)cyclohexyl)carbamate C(C)(C)NC1=NC(=CC2=C1N=C(N=C2)NC(=O)[C@@H]2C[C@@H](CCC2)NC(OC(C)(C)C)=O)C